8-((2S,5r)-4-(2-(3-cyclopropyl-1,2,4-oxadiazol-5-yl)-1-(4-fluorophenyl)ethyl)-2,5-dimethylpiperazin-1-yl)-5-methyl-6-oxo-5,6-dihydro-1,5-naphthyridine-2-carbonitrile C1(CC1)C1=NOC(=N1)CC(C1=CC=C(C=C1)F)N1C[C@@H](N(C[C@H]1C)C1=CC(N(C=2C=CC(=NC12)C#N)C)=O)C